O1CCN(CC1)C1=CC(=CC(=C1)N1CCOCC1)N1CCOCC1 1,3,5-trimorpholinobenzene